1-(1-benzyl-1,2,3,6-tetrahydropyridine-4-ylacetyl)-4-mesyloxypiperidine C(C1=CC=CC=C1)N1CCC(=CC1)CC(=O)N1CCC(CC1)OS(=O)(=O)C